1-(2-(4-hydroxy-1-(3-methoxyphenethyl)-3-methyl-1H-pyrazol-5-yl)oxazol-4-yl)-5-methyl-1H-pyrazolo[3,4-c]pyridine-3-carboxamide OC=1C(=NN(C1C=1OC=C(N1)N1N=C(C=2C1=CN=C(C2)C)C(=O)N)CCC2=CC(=CC=C2)OC)C